BrC=1C=C(C=C(C1)F)C1(CCCC1)C(=O)OC methyl 1-(3-bromo-5-fluorophenyl)cyclopentane-1-carboxylate